4-Methoxy-5-((methoxy-d3)methyl)pyrazolo[1,5-a]pyridine COC=1C=2N(C=CC1COC([2H])([2H])[2H])N=CC2